3,5-dichloro-4-fluorophenyl 3-[4-(2-aminothiazol-4-yl)-1H-1,2,3-triazol-1-yl]-3-deoxy-2-O-methyl-1-thio-alpha-D-galactopyranoside NC=1SC=C(N1)C=1N=NN(C1)[C@@H]1[C@H]([C@@H](SC2=CC(=C(C(=C2)Cl)F)Cl)O[C@@H]([C@@H]1O)CO)OC